trifluoromethanesulfonic acid [2H3]Methyl ester C([2H])([2H])([2H])OS(=O)(=O)C(F)(F)F